FC1=C(C=C(CC=2NC(=NN2)C(=O)N)C=C1)C 5-(4-fluoro-3-methylbenzyl)-4H-1,2,4-triazole-3-carboxamide